(3R)-3-(4-Chlorophenyl)-2-[(5-chloropyrimidin-2-yl)methyl]-4-fluoro-6-[1-hydroxy-1-(1-methyl-1H-imidazol-4-yl)propyl]-3-[cis-3-hydroxycyclobutoxy]-2,3-dihydro-1H-isoindol-1-on ClC1=CC=C(C=C1)[C@@]1(N(C(C2=CC(=CC(=C12)F)C(CC)(C=1N=CN(C1)C)O)=O)CC1=NC=C(C=N1)Cl)O[C@@H]1C[C@@H](C1)O